N-(4',4'-dimethyl-5-(piperidin-4-yl)-2',3',4',5'-tetrahydro-[1,1'-biphenyl]-2-yl)-5-methylisoxazole-3-carboxamide CC1(CCC(=CC1)C1=C(C=CC(=C1)C1CCNCC1)NC(=O)C1=NOC(=C1)C)C